FC1=CC=CC=2C(=N[C@@H](C(NC21)=O)NC(=O)C2=C(N=C1N2N=C(C=C1)OC)C1=CC=CC=C1)C1=CC=CC=C1 N-[(3S)-9-fluoro-2-oxo-5-phenyl-1,3-dihydro-1,4-benzo-diazepin-3-yl]-6-methoxy-2-phenyl-imidazolo[1,2-b]-pyridazine-3-carboxamide